C(C)(C)(C)OC(NC1CN(C1)C1=C2C=CC=CN2C(=N1)C1=CC=C(C=C1)C(F)(F)F)=O tert-butyl-N-[1-[9-[4-(trifluoromethyl)phenyl]-1,8-diazabicyclo[4.3.0]nona-2,4,6,8-tetraen-7-yl]azetidin-3-yl]carbamate